CC=1N=C(SC1S(=O)(=O)N1CCN(CC1)C[C@H](C)NC1=NC=NC2=C(C=CC=C12)OC(F)(F)F)NC(OC)=O methyl N-[4-methyl-5-({4-[(2S)-2-{[8-(trifluoromethoxy)quinazolin-4-yl]amino}propyl]piperazin-1-yl}sulfonyl)-1,3-thiazol-2-yl]carbamate